4-Acetylphenyl acetate C(C)(=O)OC1=CC=C(C=C1)C(C)=O